1-naphthohydrazide C1(=CC=CC2=CC=CC=C12)C(=O)NN